3-(5-(4-(3',3'-Difluoro-[1,4'-bipiperidin]-4-yl)piperazin-1-yl)-3-methyl-2-oxo-2,3-dihydro-1H-benzo[d]imidazol-1-yl)piperidine-2,6-dione trifluoroacetate FC(C(=O)O)(F)F.FC1(CNCCC1N1CCC(CC1)N1CCN(CC1)C1=CC2=C(N(C(N2C)=O)C2C(NC(CC2)=O)=O)C=C1)F